C1=CC=CC=2C1=C1N(C3=CC=CC=C3C1=CC2)C2=C(C#N)C(=C(C(=C2N2C1=CC=CC=C1C1=CC=C3C(=C21)C=CC=C3)N3C2=CC=CC=C2C2=CC=C1C(=C32)C=CC=C1)N1C3=CC=CC=C3C3=CC=C2C(=C13)C=CC=C2)C2=NC1=C(N2C2=CC=CC=C2)C=CC=C1 2,3,4,5-tetrakis(11H-benzo[a]carbazol-11-yl)-6-(1-phenyl-1H-benzo[d]imidazol-2-yl)benzonitrile